C(C)C(C(=O)[O-])CCCC.[K+] Potassium 2-ethylhexanoate